C=1(C(=CC=CC1)C)C ortho-xylen